C1(CC1)N1C(=NC2=C1C=C(C=C2F)C2CCN(CC2)C2CC1CCC(C2)N1C(C)C)C1=CC=C(C=C1)S(=O)(=O)C 1-cyclopropyl-4-fluoro-6-(1-(8-isopropyl-8-azabicyclo[3.2.1]oct-3-yl)piperidin-4-yl)-2-(4-(methylsulfonyl)phenyl)-1H-benzo[d]imidazole